N-((5-(1-((tert-butyldimethylsilyl)oxy)cyclopropyl)-6-(isoxazol-3-ylmethoxy)-1-(phenylsulfonyl)-1H-indol-2-yl)methyl)-1-methylcyclopropane-1-carboxamide [Si](C)(C)(C(C)(C)C)OC1(CC1)C=1C=C2C=C(N(C2=CC1OCC1=NOC=C1)S(=O)(=O)C1=CC=CC=C1)CNC(=O)C1(CC1)C